C1(=CC=CC=C1)C=1C=C(C=C)C=C(C1)C1=CC=CC=C1 3,5-diphenyl-styrene